methyl 7-bromo-3-methyl-3,4-dihydroisoquinoline-2(1H)-carboxylate BrC1=CC=C2CC(N(CC2=C1)C(=O)OC)C